O=C1NC(CCC1N1C(C2=CC=C(C=C2C1)CNC(=O)NC=1C=C(N(C)CC(C(=O)O)=C)C=CC1)=O)=O 2-[[3-[[2-(2,6-dioxo-3-piperidyl)-1-oxo-isoindolin-5-yl]methylcarbamoylamino]-N-methyl-anilino]methyl]prop-2-enoic acid